C(#N)C1=C(N(N=C1C1=CC(=C(C(=C1)F)CC(=O)NC1=CC(=NO1)C12CC(C1)(C2)C)F)C(C)C)NC(OC(C)(C)C)=O tert-Butyl N-[4-cyano-5-[3,5-difluoro-4-[2-[[3-(3-methyl-1-bicyclo[1.1.1]pentanyl) isoxazol-5-yl]amino]-2-oxo-ethyl]phenyl]-2-isopropyl-pyrazol-3-yl]carbamate